5-(2-thienoyl)amino-3-(1-(2-pentyl)piperidin-4-yl)-1H-indole S1C(=CC=C1)C(=O)NC=1C=C2C(=CNC2=CC1)C1CCN(CC1)C(C)CCC